2-amino-N-(7-methoxy-8-(3-morpholinopropoxy)-2,3-dihydroimidazo[1,2-C]quinazolin-5-yl)pyrimidine-5-carboxamide NC1=NC=C(C=N1)C(=O)NC1=NC=2C(=C(C=CC2C=2N1CCN2)OCCCN2CCOCC2)OC